C(C)C1=NSC(=N1)C=1C=CC(=C(C1)NCC(=O)N1CCC2=C(C=CC=C12)O)C 2-((5-(3-ethyl-1,2,4-thiadiazol-5-yl)-2-methylphenyl)amino)-1-(4-hydroxyindolin-1-yl)ethan-1-one